CC1CCC(CC1)NC(C1=CC(C(=O)NC2CCC(CC2)C)=CC(C(=O)NC2CCC(CC2)C)=C1)=O trimesic acid tri(4-methylcyclohexyl amide)